2-((5-acrylamido-2-methoxy-4-((3ar,6as)-5-methylhexahydropyrrolo[3,4-c]pyrrol-2(1H)-yl)phenyl)amino)-N-cyclopropyl-4-(1-methyl-1H-indol-3-yl)pyrimidine-5-carboxamide C(C=C)(=O)NC=1C(=CC(=C(C1)NC1=NC=C(C(=N1)C1=CN(C2=CC=CC=C12)C)C(=O)NC1CC1)OC)N1C[C@@H]2CN(C[C@@H]2C1)C